4-Isopropyl-3-(2-methyl-5-hexenoyl)oxazolidin-2-one C(C)(C)C1N(C(OC1)=O)C(C(CCC=C)C)=O